FC1=C(C=C(C=C1)F)C1=CC=C(C=C1)CC(=O)N(C)C=1SC(=C(N1)C)S(=O)NCC1=CC=C(C=C1)OC 2-(2',5'-difluoro-[1,1'-biphenyl]-4-yl)-N-(5-(N-(4-methoxybenzyl)aminosulfinyl)-4-methylthiazol-2-yl)-N-methylacetamide